3-(4-methyl-1-piperazinyl)propyl-trimethoxysilane tert-butyl-2-(ethylamino)-4-fluorobenzylcarbamate C(C)(C)(C)N(C(O)=O)CC1=C(C=C(C=C1)F)NCC.CN1CCN(CC1)CCC[Si](OC)(OC)OC